(1-methyl-1H-pyrazol-4-yl)-4-phenyl-5,7-dihydro-6H-pyrrolo[3,4-d]pyridazine-6-carbonitrile CN1N=CC(=C1)C1=NN=C(C2=C1CN(C2)C#N)C2=CC=CC=C2